F[C@@H]1C[C@H](N(C1)C(CC1=NN(C=C1)C)=O)C(=O)N[C@@H](C1=CC=CC=C1)C1=CC(=C(C=C1)C(C)C)F (2S,4R)-4-fluoro-N-[(S)-[3-fluoro-4-(propan-2-yl)phenyl](phenyl)methyl]-[2-(1-methyl-1H-pyrazol-3-yl)acetyl]pyrrolidine-2-carboxamide